Cyclopropanecarboxylic acid {3-[6-amino-8-(6-iodo-indan-5-ylsulfanyl)-purin-9-yl]-propyl}-amide NC1=C2N=C(N(C2=NC=N1)CCCNC(=O)C1CC1)SC=1C=C2CCCC2=CC1I